NC1=C(CNC2CC(CCC2)S)C=C(C=C1)Br 3-[(2-Amino-5-bromo-benzyl)amino]-cyclohexanthiol